(5-Chloro-4-((2,2'-dimethyl-3'-(prop-2-yn-1-yloxy)-[1,1'-biphenyl]-3-yl)methoxy)-2-((5-(methylsulfonyl)pyridin-3-yl)methoxy)benzyl)(sulfo)-D-alanine ClC=1C(=CC(=C(CN([C@H](C)C(=O)O)S(=O)(=O)O)C1)OCC=1C=NC=C(C1)S(=O)(=O)C)OCC=1C(=C(C=CC1)C1=C(C(=CC=C1)OCC#C)C)C